tris[3-bromo-2,2-bis(bromomethyl) propyl] phosphate P(=O)(OCC(CBr)(CBr)CBr)(OCC(CBr)(CBr)CBr)OCC(CBr)(CBr)CBr